5-methylene-2-Chloro-thiazole C=C1C=NC(S1)Cl